C(C)S(=O)C=1OC2=C(C=C(C=C2C(C1)=O)C)C(C)NC1=C(C(=O)OC(C)(C)C)C=CC=C1 tert-Butyl 2-[1-(2-ethyl sulfinyl-6-methyl-4-oxo-chromen-8-yl)ethylamino]benzoate